NCC=1C=C(C=CC1)[C@@H](C)NC1=NC(=NC2=CC(=C(C=C12)OC)OC)C N-{(1R)-1-[3-(aminomethyl)phenyl]ethyl}-6,7-dimethoxy-2-methylquinazolin-4-amine